COC=1C=C(COCCOCC=2N=C(SC2)N(CC2=CC(=CC=C2)OCCOC)CC2=CC(=CC=C2)OCCOC)C=CC1 4-((2-((3-methoxybenzyl)oxy)ethoxy)methyl)-N,N-bis(3-(2-methoxyethoxy)benzyl)thiazol-2-amine